C(C)(C)(C)OC(=O)N[C@@H](CC1=CC=CC=C1)C=1NC=NN1 (S)-5-(1-((tert-butoxycarbonyl)amino)-2-phenylethyl)-4H-1,2,4-triazol